1-N-(2-methyl-4-nitrophenyl)piperidin-4-amine CC1=C(C=CC(=C1)[N+](=O)[O-])N1CCC(CC1)N